COC1=CC=C(OCC(=O)N(CC=2SC=CC2)C2=NNC=C2)C=C1 2-(4-methoxyphenoxy)-N-(1H-pyrazol-3-yl)-N-(thiophen-2-ylmethyl)acetamide